N-Boc-para-aminophenol C(=O)(OC(C)(C)C)NC1=CC=C(C=C1)O